copper vinyl-ethyne C(=C)C#C.[Cu]